FC=1C(NC(N(C1)[C@H]1C[C@@H]2OP(OC[C@H]2O1)(=O)OCCC#N)=O)=O 3-(((4AR,6R,7aS)-6-(5-fluoro-2,4-dioxo-3,4-dihydropyrimidin-1(2H)-yl)-2-oxo-tetrahydro-4H-furo[3,2-d][1,3,2]dioxaphosphorin-2-yl)oxy)propionitrile